C1(CC1)C1=NOC(=N1)C(CC)N1C[C@@H](N(C[C@H]1CC)C=1C2=C(N(C(N1)=O)C)C=CC(=N2)C#N)CC 4-((2s,5r)-4-(1-(3-cyclopropyl-1,2,4-oxadiazol-5-yl)propyl)-2,5-diethylpiperazin-1-yl)-1-methyl-2-oxo-1,2-dihydropyrido[3,2-d]pyrimidine-6-carbonitrile